NCC1CC(C1)NC(OCCCC)=O butyl (3-(aminomethyl)cyclobutyl)carbamate